ClCCCC(=O)NCC12CC(C1)(C2)N2C(N1[C@@H](CN(CC1)C(=O)OC(C)(C)C)C2)=O tert-butyl (R)-2-(3-((4-chlorobutanamido)methyl)bicyclo[1.1.1]pentan-1-yl)-3-oxohexahydroimidazo[1,5-a]pyrazine-7(1H)-carboxylate